OC1N(C2=C(C(N3CC4=CC=CC=C4C[C@H]31)=O)C=C(C(=C2)OCCCC(=O)OC)OC)C(=O)OCC=C Allyl (6aS)-6-hydroxy-2-methoxy-3-(4-methoxy-4-oxobutoxy)-14-oxo-6,6a,7,12-tetrahydrobenzo[5,6][1,4]diazepino[1,2-b]isoquinoline-5(14H)-carboxylate